FC1=C2C=C(C=C(C2=CC(=C1F)F)O)O 5,6,7-trifluoronaphthalene-1,3-diol